ethyl 2-chloro-6-(3-(3,3,3-trifluoro-2,2-dimethylpropoxy)-1H-pyrazol-1-yl)nicotinate ClC1=C(C(=O)OCC)C=CC(=N1)N1N=C(C=C1)OCC(C(F)(F)F)(C)C